[Si](C1=CC=CC=C1)(C1=CC=CC=C1)(C(C)(C)C)O[C@@H](CN[C@H](C(=O)OC)C)C methyl (2S)-2-[[(2R)-2-[tert-butyl(diphenyl)silyl]oxypropyl]amino]propanoate